FC=1C(=C(OC2=CC(=NC=C2)NC(=O)C2CC2)C=CC1[N+](=O)[O-])C N-(4-(3-fluoro-2-methyl-4-nitrophenoxy)pyridin-2-yl)cyclopropanecarboxamide